NC=1C(=CC2=C(NC(C(O2)(F)F)=O)C1)F 6-Amino-2,2,7-trifluoro-2,4-dihydro-1,4-benzoxazin-3-one